[6-(4-tert-butylpyrazol-1-yl)-5-methyl-3-pyridyl]-[4-(5-methyloxazolo[4,5-b]pyridin-2-yl)piperazin-1-yl]methanone C(C)(C)(C)C=1C=NN(C1)C1=C(C=C(C=N1)C(=O)N1CCN(CC1)C=1OC=2C(=NC(=CC2)C)N1)C